CN1CC(C1)(C)[C@@](C=1C=C(C=NC1)CCC(C)(O)C1=NC(=CC=C1)OC)(C1=CC=C(C=C1)C(C)C)O 4-{5-[(R)-(1,3-Dimethyl-azetidin-3-yl)-hydroxy-(4-isopropyl-phenyl)-methyl]-pyridin-3-yl}-2-(6-methoxy-pyridin-2-yl)-butan-2-ol